FC(C=1C=C(C=C(C1)C(F)(F)F)NC1=NC2=C(N1)C=C(C=C2C(F)(F)F)C(F)(F)F)(F)F N-(3,5-bis(trifluoromethyl)phenyl)-4,6-bis(trifluoromethyl)-1H-benzo[d]imidazol-2-amine